2-(((S)-8-((3S,5R)-3,5-dimethylpiperazin-1-yl)-11-(4-fluorophenyl)-6-oxo-10-(trifluoromethyl)-3,4-dihydro-2H,6H-[1,4]thiazepino[2,3,4-ij]quinazolin-3-yl)oxy)-N,N-dimethylacetamide C[C@H]1CN(C[C@H](N1)C)C1=NC(N2C3=C(C(=C(C=C13)C(F)(F)F)C1=CC=C(C=C1)F)SC[C@H](C2)OCC(=O)N(C)C)=O